ClC1=C(C=NN1CC(C)(F)F)N 5-chloro-1-(2,2-difluoropropyl)-1H-pyrazol-4-amine